(S)-3-amino-2-(4-chloro-2-fluorophenyl)-1-(4-((5R,7R)-7-hydroxy-5-methyl-6,7-dihydro-5H-cyclopenta[d]pyrimidin-4-yl)piperazin-1-yl)propan-1-one NC[C@@H](C(=O)N1CCN(CC1)C=1C2=C(N=CN1)[C@@H](C[C@H]2C)O)C2=C(C=C(C=C2)Cl)F